(1-(4-(4-methylthiazol-5-yl)phenyl)ethyl)pyrrolidine-2-carboxamide CC=1N=CSC1C1=CC=C(C=C1)C(C)N1C(CCC1)C(=O)N